ClC1=NC=CC(=C1)C1=NC(=NO1)C 2-chloro-4-(3-methyl-1,2,4-oxadiazol-5-yl)pyridine